2-(2,4-Dichloro-phenyl)-5-ethyl-1-[4-(4-fluoro-but-1-ynyl)-phenyl]-1H-imidazole-4-carboxylic acid piperidin-1-ylamide N1(CCCCC1)NC(=O)C=1N=C(N(C1CC)C1=CC=C(C=C1)C#CCCF)C1=C(C=C(C=C1)Cl)Cl